3,3'-Thiobis(N'-(2-bromoacetyl)propanehydrazide) S(CCC(=O)NNC(CBr)=O)CCC(=O)NNC(CBr)=O